Lithium Tri-t-Butoxyaluminohydride C(C)(C)(C)O[AlH-](OC(C)(C)C)OC(C)(C)C.[Li+]